1-{7H-imidazo[1,2-a][1,3]diazol-3-yl}ethanone N1=C2N(C(=C1)C(C)=O)C=CN2